1-(6-bromo-2,2-difluoro-1,3-benzodioxol-5-yl)-3-[(1S)-1-(2-pyrimidin-2-yl-1,2,4-triazol-3-yl)ethyl]urea BrC=1C(=CC2=C(OC(O2)(F)F)C1)NC(=O)N[C@@H](C)C=1N(N=CN1)C1=NC=CC=N1